O1CC(C1)N1CCC2(CC(C2)N(C([O-])=O)C=2N=CC3=C(C(=C(C=C3C2)C=2C=NC=3CCCNC3C2C)F)N)CC1 7-(Oxetan-3-yl)-7-azaspiro[3.5]nonan-2-yl(8-amino-7-fluoro-6-(4-methyl-5,6,7,8-tetrahydro-1,5-naphthyridin-3-yl)isoquinolin-3-yl)carbamate